tert-butyl 3,3-difluoro-4-[4-(2-fluoro-4-nitro-phenyl)piperazin-1-yl]piperidine-1-carboxylate FC1(CN(CCC1N1CCN(CC1)C1=C(C=C(C=C1)[N+](=O)[O-])F)C(=O)OC(C)(C)C)F